FC=1C=C(C=CC1C)C1(CN(CC1)C(=O)C1=NN(C2=CC=C(C=C12)C)CCOC)C1=NC=NS1 (3-(3-fluoro-4-methylphenyl)-3-(1,2,4-thiadiazol-5-yl)pyrrolidin-1-yl)(1-(2-methoxyethyl)-5-methyl-1H-indazol-3-yl)methanone